[O-2].[Ag+].[Zn+] zinc-silver(I) oxide